(S)-benzyl 8-(1-(tert-butoxycarbonyl)pyrrolidin-2-yl)-6-chloro-3,4-dihydroisoquinoline-2(1H)-carboxylate C(C)(C)(C)OC(=O)N1[C@@H](CCC1)C=1C=C(C=C2CCN(CC12)C(=O)OCC1=CC=CC=C1)Cl